tert-butyl 1-(5-((tert-butoxycarbonyl)(methyl)amino)pentyl)-6-chloro-3-(3-((6-fluoronaphthalen-1-yl)oxy)propyl)-7-(1,3,5-trimethyl-1H-pyrazol-4-yl)-1H-indole-2-carboxylate C(C)(C)(C)OC(=O)N(CCCCCN1C(=C(C2=CC=C(C(=C12)C=1C(=NN(C1C)C)C)Cl)CCCOC1=CC=CC2=CC(=CC=C12)F)C(=O)OC(C)(C)C)C